Ethyl 3-[4-(hydroxymethyl)-2-methyl-1,3-dioxolane-2-yl]propanoate OCC1OC(OC1)(C)CCC(=O)OCC